ClC1=C(C=CC(=C1)O)NC(=O)NC1=CC=CC2=C1OC1=C2C=CC=C1 1-(2-chloro-4-hydroxyphenyl)-3-(dibenzo[b,d]furan-4-yl)urea